COC1=C(C=CC(=C1)CN1[C@@H]2CO[C@H](C1)C2)CN2N=CC=1N=C(N=C(C12)NCC1=NOC(=C1)C)N 1-[(2-methoxy-4-{[(1S,4S)-2-oxa-5-azabicyclo[2.2.1]heptan-5-yl]methyl}phenyl)methyl]-N7-[(5-methyl-1,2-oxazol-3-yl)methyl]-1H-pyrazolo[4,3-d]pyrimidine-5,7-diamine